BrC1=CC=C(C=C1)CCCC[Si](O[Si](C)(C)C)(C)C 1-(4-(4-bromophenyl)butyl)-1,1,3,3,3-pentamethyldisiloxane